N1(CCOCC1)C1CCN(CC1)C(=O)C=1C=NC2=CC=CC=C2C1 (4-morpholinylpiperidin-1-yl)(quinolin-3-yl)methanone